C(=O)C1C(O1)C=1C=C(C=CC1)CCC(=O)OCC ethyl 3-(3-(3-formyloxiran-2-yl)phenyl)propanoate